5-bromo-2-chloro-N-methoxy-N-methylnicotinamide BrC=1C=NC(=C(C(=O)N(C)OC)C1)Cl